BrC1=CC(=C(OC[C@](CC(C)C)(N)C)C=C1)C(F)(F)F (S)-1-[4-bromo-2-(trifluoromethyl)phenoxy]-2,4-dimethylpentane-2-amine